N1-(4-(1-(3-(1,3-dioxolan-2-yl)-2-((4-methoxybenzyl)oxy)benzyl)-1H-indol-3-yl)pyrimidin-2-yl)-N4-(2-(dimethylamino)ethyl)-2-methoxy-N4-methyl-5-nitrobenzene-1,4-diamine O1C(OCC1)C=1C(=C(CN2C=C(C3=CC=CC=C23)C2=NC(=NC=C2)NC2=C(C=C(C(=C2)[N+](=O)[O-])N(C)CCN(C)C)OC)C=CC1)OCC1=CC=C(C=C1)OC